NC1=NC(=C2N=CN(C2=N1)[C@H]1[C@@H]([C@@H]([C@H](O1)CO)O)F)NC (2R,3R,4R,5R)-5-(2-amino-6-(methylamino)-9H-purin-9-yl)-4-fluoro-2-(hydroxymethyl)tetrahydrofuran-3-ol